trans-N-acetyl-2-(aminomethyl)-N-methylcyclopropane-1-carboxamide C(C)(=O)N(C(=O)[C@H]1[C@@H](C1)CN)C